tert-butyl (R)-3-((5-(4-carbamoyloxazol-2-yl)-1-((2-(trimethylsilyl)ethoxy)methyl)-1H-pyrrolo[2,3-b]pyridin-4-yl)amino)piperidine-1-carboxylate C(N)(=O)C=1N=C(OC1)C=1C(=C2C(=NC1)N(C=C2)COCC[Si](C)(C)C)N[C@H]2CN(CCC2)C(=O)OC(C)(C)C